2-methyl-N-((1-(4-(5-(trifluoromethyl)-1,2,4-oxadiazol-3-yl)phenyl)-1H-pyrazol-4-yl)methyl)thiazole-5-carboxamide CC=1SC(=CN1)C(=O)NCC=1C=NN(C1)C1=CC=C(C=C1)C1=NOC(=N1)C(F)(F)F